(4aR,5aR)-2-(4-Fluorophenyl)-3-(6-methyl-1-((2-(trimethylsilyl)ethoxy)methyl)-1H-pyrazolo[3,4-b]pyridin-4-yl)-4,4a,5,5a-tetrahydrocyclopropa[4,5]pyrrolo[1,2-b]pyrazole FC1=CC=C(C=C1)C=1C(=C2N(N1)[C@H]1[C@@H](C2)C1)C1=C2C(=NC(=C1)C)N(N=C2)COCC[Si](C)(C)C